(S)-8-(2-(4-(4-chlorophenyl)-2,3,9-trimethyl-6H-thieno[3,2-f][1,2,4]triazolo[4,3-a][1,4]diazepin-6-yl)acetamido)octanoic acid ClC1=CC=C(C=C1)C1=N[C@H](C=2N(C3=C1C(=C(S3)C)C)C(=NN2)C)CC(=O)NCCCCCCCC(=O)O